6-(difluoromethyl)-2-(methylsulfanyl)-3H-imidazo[2,1-f][1,2,4]triazin-4-one FC(C=1N=C2C(NC(=NN2C1)SC)=O)F